CN(C(OC1=C(C=C(C=C1)C)Cl)=O)C 2-chloro-4-methylphenyl N,N-dimethylcarbamate